tert-butyl 2-[4-bromo-2-fluoro-6-[(4-methoxyphenyl)methoxy]-N-sulfamoyl-anilino]acetate BrC1=CC(=C(N(S(N)(=O)=O)CC(=O)OC(C)(C)C)C(=C1)OCC1=CC=C(C=C1)OC)F